FC1=CC(=C(C(=O)[O-])C=C1OC1CCC(CC1)(C(=O)OCC1=CC=CC2=CC=CC=C12)C)OC.C1(CCCCC1)[NH3+] cyclohexylammonium 4-fluoro-2-methoxy-5-(((1s,4s)-4-methyl-4-((naphthalen-1-ylmethoxy)carbonyl)cyclohexyl)oxy)benzoate